2,4-dimethyl-5-oxo-7-spiro[3H-benzofuran-2,4'-piperidin]-1'-yl-thiazolo[5,4-b]pyridine-6-carbonitrile CC=1SC=2N(C(C(=C(C2N1)N1CCC2(CC1)OC1=C(C2)C=CC=C1)C#N)=O)C